C(C)(C)(C)SC1=C2C=NC(=NC2=CC=C1)C(F)(F)F 5-(tert-butylsulfanyl)-2-(trifluoromethyl)quinazoline